C1(CCC1)CNCC1=CC=C2CN(C(C2=C1)=O)C1=NC(=CC(=C1)C1=C(C=C(C#N)C=C1)C1=NN=CN1C)C1CC1 4-[2-(6-{[(cyclobutylmethyl)amino]methyl}-1-oxo-3H-isoindol-2-yl)-6-cyclopropylpyridin-4-yl]-3-(4-methyl-1,2,4-triazol-3-yl)benzonitrile